2-Chloro-4-(8-(6-(4-((4-(3-((2,6-dioxopiperidin-3-yl)amino)phenyl)piperazin-1-yl)methyl)piperidine-1-carbonyl)pyridazin-3-yl)-3-methyl-2,8-diazaspiro[4.5]decan-2-yl)benzonitrile ClC1=C(C#N)C=CC(=C1)N1CC2(CC1C)CCN(CC2)C=2N=NC(=CC2)C(=O)N2CCC(CC2)CN2CCN(CC2)C2=CC(=CC=C2)NC2C(NC(CC2)=O)=O